FC(C1N(CCN(C(C1)C1=CC=C(C=C1)C(=O)OC)CC1=C2C=CN(C2=C(C=C1OC)C)C(=O)OC(C)(C)C)C)F tert-butyl 4-((5-(difluoromethyl)-7-(4-(methoxycarbonyl)phenyl)-4-methyl-1,4-diazepan-1-yl)methyl)-5-methoxy-7-methyl-1H-indole-1-carboxylate